3-methyl-3-(5-(piperazin-1-yl)pyridin-2-yl)piperidine-2,6-dione CC1(C(NC(CC1)=O)=O)C1=NC=C(C=C1)N1CCNCC1